2-(((3S,6S,10aS)-6-methyl-5-oxo-3-(3-(pyridin-2-yl)azetidine-1-carbonyl)decahydropyrrolo[1,2-a]azocin-6-yl)carbamoyl)benzo[b]thiophen C[C@@]1(CCCC[C@@H]2N(C1=O)[C@@H](CC2)C(=O)N2CC(C2)C2=NC=CC=C2)NC(=O)C2=CC1=C(S2)C=CC=C1